tert-butyl 1-methyl-5-(4,4,5,5-tetramethyl-1,3,2-dioxaborolan-2-yl)-3,4-dihydro-1H-isoquinoline-2-carboxylate CC1N(CCC2=C(C=CC=C12)B1OC(C(O1)(C)C)(C)C)C(=O)OC(C)(C)C